tert-butyl 4-(3-(5-chloropyridin-3-yl)-3-oxopropanoyl)piperidine-1-carboxylate ClC=1C=C(C=NC1)C(CC(=O)C1CCN(CC1)C(=O)OC(C)(C)C)=O